C(C)(=O)CC[Sn]CCC(C)=O bis(β-acetylethyl)tin